3-chloro-2-piperazin-1-yl-N-(4-piperidinyl)quinolin-6-amine dihydrochloride Cl.Cl.ClC=1C(=NC2=CC=C(C=C2C1)NC1CCNCC1)N1CCNCC1